tertbutyl N-tert-butoxycarbonyl-N-[3-(2-oxo-1H-benzo[cd]indol-5-yl)prop-2-ynyl]carbamate C(C)(C)(C)OC(=O)N(C(OC(C)(C)C)=O)CC#CC=1C=CC=2C(NC3=CC=CC1C23)=O